Methyl 2-benzyl-8-((5-methoxy-1-propyl-1H-indol-3-yl)methyl)-2,8-diazaspiro[4.5]decane-4-carboxylate C(C1=CC=CC=C1)N1CC2(C(C1)C(=O)OC)CCN(CC2)CC2=CN(C1=CC=C(C=C21)OC)CCC